2-{4-[(6,7-dimethoxy-1,2,3,4-tetrahydroacridin-9-yl)amino]piperidin-1-yl}ethan-1-ol COC=1C=C2N=C3CCCCC3=C(C2=CC1OC)NC1CCN(CC1)CCO